N1=C(SC2=C1C1=C(C=C2)OCC1)N1C(N[C@@H]2[C@H]1CC[C@H]2O)=O |r| rac-(3aR,4R,6aR)-1-(7,8-dihydrofuro[3,2-e][1,3]benzothiazol-2-yl)-4-hydroxyhexahydrocyclopenta[d]imidazol-2(1H)-one